O=C1C[C@@H](CN1)OC(=O)N1CCN(CC1)C1=NC=2N(C=C1)N=CC2C=2C(=NC=CC2)OC2CN(C2)C(=O)OC [(3S)-5-oxopyrrolidin-3-yl]-4-[3-[2-(1-methoxycarbonylazetidin-3-yl)oxy-3-pyridyl]pyrazolo[1,5-a]pyrimidin-5-yl]piperazine-1-carboxylate